ClC1=C(OC2=C(C#N)C=C(C(=C2)N2C(NC(=CC2=O)C(F)(F)F)=O)OC)C=CC=C1 2-(2-Chlorophenoxy)-4-[2,6-dioxo-4-(trifluoromethyl)-3,6-dihydropyrimidin-1(2H)-yl]-5-methoxybenzonitrile